sodium (S)-3-(5-(2,4-difluorophenyl)thiophen-2-yl)-3-(3-(1-methyl-4-oxido-2-oxo-1,2-dihydro pyridin-3-yl)ureido)propanoate FC1=C(C=CC(=C1)F)C1=CC=C(S1)[C@H](CC(=O)[O-])NC(=O)NC=1C(N(C=CC1[O-])C)=O.[Na+].[Na+]